2-hydroxy-5-(3,5,7-trihydroxy-4-oxo-2,3-dihydro-4H-chromen-2-yl)phenolate OC1=C(C=C(C=C1)C1OC2=CC(=CC(=C2C(C1O)=O)O)O)[O-]